FC(C=1C=C(C=C(C1)C(F)(F)F)N(C(=O)N([C@@H]1CN(C[C@H]1C1=C(C=C(C=C1)F)F)C(=O)[C@@H]1CC[C@H](CC1)NC(OC)=O)C)C)(F)F methyl (trans-4-{[(3S,4R)-3-[{[3,5-bis(trifluoromethyl)phenyl](methyl)carbamoyl}(methyl)amino]-4-(2,4-difluorophenyl)pyrrolidin-1-yl]carbonyl}cyclohexyl)carbamate